NC=1C=NC=CC1C1=CC(=C(C(=O)NC=2C=NC(=C(C2)Cl)N2N=CC=N2)C=C1C1COC1)F 4-(3-aminopyridin-4-yl)-N-(5-chloro-6-(2H-1,2,3-triazol-2-yl)pyridin-3-yl)-2-fluoro-5-(oxetan-3-yl)benzamide